CN(C(=O)C1=CC(=NN1[C@@H]1C[C@H](C1)O)CNC(OC(C)(C)C)=O)C tert-butyl ((5-(dimethylcarbamoyl)-1-(trans-3-hydroxycyclobutyl)-1H-pyrazol-3-yl)methyl)carbamate